IC=1C=CC=2N(C1)C(=C(N2)N)SCC 6-iodo-3-(ethylthio)imidazo[1,2-a]pyridin-2-amine